COC1=CC=C(CN2N=NC=C2C=2C=CC(=NC2)NCC(CNC(OC(C)(C)C)=O)C)C=C1 tert-Butyl (3-((5-(1-(4-methoxybenzyl)-1H-1,2,3-triazol-5-yl)pyridin-2-yl)amino)-2-methylpropyl)carbamate